2-(5-fluoro-1-(2-fluorobenzyl)-1H-pyrazolo[3,4-b]pyridin-3-yl)-5-(phenylazo)pyrimidine-4,6-diamine FC=1C=C2C(=NC1)N(N=C2C2=NC(=C(C(=N2)N)N=NC2=CC=CC=C2)N)CC2=C(C=CC=C2)F